(S)-1'-(4-amino-6-(bis(4-methoxybenzyl)amino)-5-nitropyridin-2-yl)-1,3-dihydrospiro[indene-2,4'-piperidine] NC1=CC(=NC(=C1[N+](=O)[O-])N(CC1=CC=C(C=C1)OC)CC1=CC=C(C=C1)OC)N1CCC2(CC1)CC1=CC=CC=C1C2